cycloheptadienediamine C1(C=CC=CCC1)(N)N